(1S,2R)-N-(6-(5-chloro-6-fluoro-7-isopropyl-1H-indazol-4-yl)imidazo[1,2-a]pyrazin-2-yl)-2-fluorocyclopropane-1-carboxamide ClC=1C(=C2C=NNC2=C(C1F)C(C)C)C=1N=CC=2N(C1)C=C(N2)NC(=O)[C@H]2[C@@H](C2)F